COC[C@H]1CCC2=CC=3CCCC3C(=C12)NC(=O)N=[S@](=O)(N)C=1C=NN2C1O[C@@H](C2)C (R,2R)-N'-(((S)-3-(methoxymethyl)-1,2,3,5,6,7-hexahydro-s-indacen-4-yl)carbamoyl)-2-methyl-2,3-dihydropyrazolo[5,1-b]oxazole-7-sulfonimidamide